N-(1-methylazetidine-3-yl)-2-(trifluoromethyl)benzamide CN1CC(C1)NC(C1=C(C=CC=C1)C(F)(F)F)=O